3,3'-dimethyl-[1,1'-biphenyl]-4,4'-diol CC=1C=C(C=CC1O)C1=CC(=C(C=C1)O)C